CC1=C2C(C=C(OC2=CC(=C1Cl)C)C1=CC=CC=C1)=O 5,7-dimethyl-6-chloroflavone